O1CCOC2=C1C=CC(=C2)C2C(CCCC2)=O 2-(2,3-dihydro-1,4-benzodioxin-6-yl)cyclohexanone